dioxanediselenic acid O1C(COCC1)C(=[Se])[SeH]